ethyldimethylsiloxyaluminum C(C)[Si](O[Al])(C)C